(S)-N-((R or S)-(3-chloro-2,4-difluorophenyl)(3,3-dimethylcyclobutyl)methyl)-5-oxopyrrolidine-3-carboxamide ClC=1C(=C(C=CC1F)[C@H](NC(=O)[C@@H]1CNC(C1)=O)C1CC(C1)(C)C)F |o1:8|